methyl (2S)-5-(3-aminopyrazin-2-yl)-2-{[(tert-butoxy)carbonyl]amino}pentanoate NC=1C(=NC=CN1)CCC[C@@H](C(=O)OC)NC(=O)OC(C)(C)C